C(C)OCC1(CCN(CC1)CC1=CC=C(C=C1)CC(C)O)CCC1=CC=CC=C1 1-(4-((4-(ethoxymethyl)-4-phenethyl-piperidin-1-yl)methyl)phenyl)propan-2-ol